1-[2-(1H-1,2,3,4-tetrazol-1-yl)propionyl]pyrrolidine-2-carboxamide N1(N=NN=C1)C(C(=O)N1C(CCC1)C(=O)N)C